3-[4-[1-methyl-3-(trifluoromethyl)pyrazol-4-yl]phenyl]azetidine-1-carboxylic acid tert-butyl ester C(C)(C)(C)OC(=O)N1CC(C1)C1=CC=C(C=C1)C=1C(=NN(C1)C)C(F)(F)F